diacetyl-bis(cyclopentadienyl)ruthenium C(C)(=O)[Ru](C1C=CC=C1)(C1C=CC=C1)C(C)=O